3-(3-isopropyl-1H-indol-5-yl)azetidine-1-carboxylic acid tert-butyl ester C(C)(C)(C)OC(=O)N1CC(C1)C=1C=C2C(=CNC2=CC1)C(C)C